NC1=CC(=CN=N1)C=1C=C(C=2C=NNC2C1)NCCOCCCCNCC1=CC(=C(C(=C1)F)OC(F)(F)F)F 6-(6-aminopyridazin-4-yl)-N-(2-(4-((3,5-difluoro-4-(trifluoromethoxy)benzyl)amino)butoxy)ethyl)-1H-indazol-4-amine